ClC1=CC=C(C(=N1)C(=O)NS(=O)(=O)C)N[C@H](C)C=1C=C(C=C2C(N(C(=NC12)N1CCC(CC1)C1=NN(C=N1)C)C)=O)C (R)-6-chloro-3-((1-(3,6-dimethyl-2-(4-(1-methyl-1H-1,2,4-triazol-3-yl)piperidin-1-yl)-4-oxo-3,4-dihydroquinazolin-8-yl)ethyl)amino)-N-(methylsulfonyl)picolinamide